N-[4-chloro-5-methylpyrrolo[3,2-d]pyrimidin-7-yl]acetamide ClC=1C2=C(N=CN1)C(=CN2C)NC(C)=O